tert-butyl (S)-4-(6-chloro-7-(5-fluoro-2-hydroxyphenyl)-1-(2-isopropyl-4-methylpyridin-3-yl)-2-oxo-1,2-dihydropyrido[2,3-d]pyrimidin-4-yl)-3-methylpiperazine-1-carboxylate ClC1=CC2=C(N(C(N=C2N2[C@H](CN(CC2)C(=O)OC(C)(C)C)C)=O)C=2C(=NC=CC2C)C(C)C)N=C1C1=C(C=CC(=C1)F)O